N1CCC(CC1)N1N=C2NC(C=3C=CC=CC3C2=C1)=O 2-(piperidin-4-yl)-2,4-dihydro-5H-pyrazolo[3,4-c]isoquinolin-5-one